N-(3-(5-fluoro-2-(3-methyloxyphenylamino)pyrimidin-4-ylamino)benzyl)-N-methylacrylamide FC=1C(=NC(=NC1)NC1=CC(=CC=C1)OC)NC=1C=C(CN(C(C=C)=O)C)C=CC1